C12CN(CC2C1)C1=CC=C(C(=N1)C)CN1N=CC(=C1)C(=O)O 1-[(6-{3-azabicyclo[3.1.0]hex-3-yl}-2-methylpyridin-3-yl)methyl]-1H-pyrazole-4-carboxylic acid